3,3',5,5'-tetrakis(1,1-dimethylethyl)-[1,1'-Biphenyl]-2,2'-diol CC(C)(C)C1=C(C(=CC(=C1)C(C)(C)C)C=1C(=C(C=C(C1)C(C)(C)C)C(C)(C)C)O)O